C1(CC1)N1N=CN=C1C1=C(C(=CC=C1)B1OC(C(O1)(C)C)(C)C)F cyclopropyl-5-(2-fluoro-3-(4,4,5,5-tetramethyl-1,3,2-dioxaborolan-2-yl)phenyl)-1H-1,2,4-triazole